CC1=C(C(=O)OC)C=CC(=C1)C1=NC=CC(=C1)OC1=CC=C(C=C1)C(F)(F)F methyl 2-methyl-4-(4-(4-(trifluoromethyl)phenoxy)pyridin-2-yl)benzoate